phenylpropionamidoacetic acid C1(=CC=CC=C1)CCC(=O)NCC(=O)O